BrC1=CN(C(C2=CC(=CC=C12)Cl)=O)C 4-bromo-7-chloro-2-methyl-isoquinolin-1-one